CCC(C(=O)O)(C)C1=CC(=CC=C1)Br methyl-2-(3-bromophenyl)-2-methylpropanoic acid